BrC=1C=C(C=CC1)C1OC2=C(C1)C=C(C=C2)C(=O)OC methyl 2-(3-bromophenyl)-2,3-dihydrobenzofuran-5-carboxylate